3-(1-(2,3-dihydro-1H-inden-4-yl)-2-(2,6-dimethoxypyridin-4-yl)-4-(dimethylamino)-2-hydroxybutyl)-2-methoxyquinoline-6-carbonitrile C1CCC2=C(C=CC=C12)C(C(CCN(C)C)(O)C1=CC(=NC(=C1)OC)OC)C=1C(=NC2=CC=C(C=C2C1)C#N)OC